di-ethylphosphinate C(C)P([O-])(=O)CC